(2S,10S)-20-amino-10-benzyl-2-cyclopropyl-6,9,12,15,18-pentaoxo-3-oxa-5,8,11,14,17-pentaazaeicosane-1-carboxylic acid NCCC(NCC(NCC(N[C@H](C(NCC(NCO[C@@H](CC(=O)O)C1CC1)=O)=O)CC1=CC=CC=C1)=O)=O)=O